BrC1=COC=2C1=NC(=C(C2NCC=2SC=CC2)F)Cl 3-bromo-5-chloro-6-fluoro-N-(thiophen-2-ylmethyl)furo[3,2-b]pyridin-7-amine